methyl 6-amino-7-bromo-3-methyl-3H-imidazo[4,5-b]pyridine-5-carboxylate NC=1C(=C2C(=NC1C(=O)OC)N(C=N2)C)Br